C(C)(=O)O[C@H]1[C@@H](O[C@@H]([C@H]([C@@H]1OC(C)=O)OC(C)=O)C(=O)OC)OC1=CC(=C(C=C1)CBr)NC(CCNC(=O)OCC1C2=CC=CC=C2C=2C=CC=CC12)=O (2S,3R,4S,5S,6S)-2-(3-(3-((((9H-fluoren-9-yl)methoxy)carbonyl)amino)propanamido)-4-(bromomethyl)phenoxy)-6-(methoxycarbonyl)tetrahydro-2H-pyran-3,4,5-triyl triacetate